3-(1'-(3-(tert-butyl)benzyl)-6-oxo-6,8-dihydro-2H,7H-spiro[furo[2,3-e]isoindole-3,4'-piperidin]-7-yl)piperidine-2,6-dione C(C)(C)(C)C=1C=C(CN2CCC3(CC2)COC2=C4CN(C(C4=CC=C23)=O)C2C(NC(CC2)=O)=O)C=CC1